CC1=C(C=NN1[C@@H]1CNCCC1)C=1C=C(C=2N(C1)N=CC2C#N)SC2=NC=CC=C2 6-[5-methyl-1-[(3S)-3-piperidyl]pyrazol-4-yl]-4-(2-pyridylsulfanyl)pyrazolo[1,5-a]pyridine-3-carbonitrile